(R)-4-(4-amino-6-(4-methacrylamido-phenyl)-7-methyl-7H-pyrrolo[2,3-d]pyrimidin-5-yl)-N-(tetrahydrofuran-3-yl)benzamide NC=1C2=C(N=CN1)N(C(=C2C2=CC=C(C(=O)N[C@H]1COCC1)C=C2)C2=CC=C(C=C2)NC(C(=C)C)=O)C